1,4-dimethoxycyclohexene COC1=CCC(CC1)OC